OC(=O)C(F)(F)F.COC1=C(C=C(C(=C1)OC1CCNCC1)OC)C1=CN(C(C2=CN=CC=C12)=O)C 4-(2,5-dimethoxy-4-(piperidin-4-yloxy)phenyl)-2-methyl-2,7-naphthyridin-1(2H)-one TFA salt